2-undecyl-4,4-dimethyl-1,3-oxazoline C(CCCCCCCCCC)C=1OCC(N1)(C)C